tetraheptylurea C(CCCCCC)N(C(N(CCCCCCC)CCCCCCC)=O)CCCCCCC